CC1(OB(OC1(C)C)C1C2(CC1C2)C(=O)OC(C)C)C isopropyl 2-(4,4,5,5-tetramethyl-1,3,2-dioxaborolan-2-yl)bicyclo[1.1.1]pentane-1-carboxylate